O=C1C=2N(C(=NC2N=CN1CCC)C=1C=NN(C1)CC1=CC(=CC=C1)C(F)(F)F)COC(C(C)(C)C)=O 2,2-Dimethyl-propionic acid 6-oxo-1-propyl-8-[1-(3-trifluoromethyl-benzyl)-1H-pyrazol-4-yl]-1,6-dihydro-purin-7-ylmethyl ester